ClC1=NC=CC(=N1)OC=1N=CC=2CCC3=C(C2C1F)NC1=C3C(NCC1)=O 2-((2-chloropyrimidin-4-yl)oxy)-1-fluoro-5,6,8,9,10,11-hexahydro-7H-pyrido[3',4':4,5]pyrrolo[2,3-f]isoquinolin-7-one